COC1=CC=C(CN2N=C3C(=C(C2=O)C(F)(F)F)CCC3CN[C@@H](C)C(=O)N3CCN(CC3)C3=NC=C(C#N)C=C3)C=C1 6-(4-(((2-(4-methoxybenzyl)-3-oxo-4-(trifluoromethyl)-3,5,6,7-tetrahydro-2H-cyclopenta[c]pyridazin-7-yl)methyl)-L-alaninyl)piperazin-1-yl)nicotinonitrile